BrC=1C=C2C=CN(C2=C(C1)C)C1CCN(CC1)C(=O)OC(C)(C)C tert-butyl 4-(5-bromo-7-methyl-1H-indol-1-yl)piperidine-1-carboxylate